1-((1-(hexyloxy)-2-propyl)oxy)-2-propanone C(CCCCC)OCC(C)OCC(C)=O